(S)-4-(difluoromethyl)-2-((4,4-difluoropyrrolidin-3-yl)oxy)-5-fluoropyridine hydrochloride Cl.FC(C1=CC(=NC=C1F)O[C@H]1CNCC1(F)F)F